3,5-bis(tetraaminophenyl)phenylboronic acid pinacol ester NC=1C(=C(C(=C(C1)C=1C=C(C=C(C1)C1=C(C(=C(C(=C1)N)N)N)N)B1OC(C)(C)C(C)(C)O1)N)N)N